di(4-fluorophenyl) methylphosphonate CP(OC1=CC=C(C=C1)F)(OC1=CC=C(C=C1)F)=O